C(#N)CN1N=C(C=C1C(=O)O)C 1-(cyanomethyl)-3-methyl-1H-pyrazole-5-carboxylic acid